4-hydroxybutyl (E)-dec-2-enoate C(\C=C\CCCCCCC)(=O)OCCCCO